1-(2-chlorophenyl)-1H-imidazole-4-carboxamide ClC1=C(C=CC=C1)N1C=NC(=C1)C(=O)N